4-(6-(2,6-difluoro-3,5-dimethoxyphenyl)-2-(methylthio)pyrido[3,4-d]pyrimidin-8-yl)-2-methylmorpholine FC1=C(C(=C(C=C1OC)OC)F)C1=CC2=C(N=C(N=C2)SC)C(=N1)N1CC(OCC1)C